4-Amino-1-(6-amino-2-methylpyridin-3-yl)-7-iodo-2-oxo-1,2-dihydroquinoline-3-carboxylic acid methyl ester COC(=O)C=1C(N(C2=CC(=CC=C2C1N)I)C=1C(=NC(=CC1)N)C)=O